ClC1=CC=C(C=C1)C1=NC(=NC(=N1)C1=CC=CC=C1)C=1C=CC=2N(C3=CC=CC=C3C2C1)C1=CC=CC=C1 3-(4-(4-chlorophenyl)-6-phenyl-1,3,5-triazine-2-yl)-9-phenyl-9H-carbazole